[Si](C1=CC=CC=C1)(C1=CC=CC=C1)(C(C)(C)C)OC[C@@H]1[C@@H](C1)CCC=O 3-((1r,2s)-2-(((tert-butyldiphenylsilyl)oxy)methyl)cyclopropyl)propanal